C(C)C(C(O)O)(CC)CCCC 2-ethyl-2-butyl-butanediol